The molecule is a pyrroledicarboxylic acid in which the two carboxy groups are located at positions 2 and 5. It has a role as a metabolite. C1=C(NC(=C1)C(=O)O)C(=O)O